NC=1N(C=CN1)CCNC(O[C@H]1[C@H](NC[C@@H]1O)CC1=CC=C(C=C1)OC)=O (2R,3S,4S)-4-hydroxy-2-[(4-methoxyphenyl)methyl]pyrrolidin-3-yl N-[2-(2-aminoimidazol-1-yl)ethyl]carbamate